3-((3-bromopyridin-2-yl)methyl)-2-((2-hydrazineylpyridin-4-yl)methyl)isoindolin-1-one BrC=1C(=NC=CC1)CC1N(C(C2=CC=CC=C12)=O)CC1=CC(=NC=C1)NN